FC1(CCC(CC1)C(C(=O)NC1=NC=CC(=C1)CC1=C(C=NN1C)C)NC(=O)C1=CC=NN1C)F N-(1-(4,4-Difluorocyclohexyl)-2-((4-((1,4-dimethyl-1H-pyrazol-5-yl)methyl)pyridin-2-yl)amino)-2-oxoethyl)-1-methyl-1H-pyrazole-5-carboxamide